FC1(CCOCC1)C(=O)NC=1N=C2N(C=C(C=C2)C=2C=NC(=NC2)C)C1 4-Fluoro-N-(6-(2-methylpyrimidin-5-yl)imidazo[1,2-a]pyridin-2-yl)tetrahydro-2H-pyran-4-carboxamide